Cl.C1NCC2C1CC(C2)CCO 2-(trans-octahydrocyclopenta[c]pyrrol-5-yl)ethane-1-ol hydrochloride